[4-(2-aminoethyl)phenyl] 5-chloro-6-piperazin-1-yl-pyridine-3-carboxylate dihydrochloride Cl.Cl.ClC=1C=C(C=NC1N1CCNCC1)C(=O)OC1=CC=C(C=C1)CCN